(1R,5S)-3-(8-cyanoquinolin-5-yl)-N-(1-(2-hydroxyethyl)piperidin-4-yl)-5-(trifluoromethyl)-3-azabicyclo[3.1.0]hexane-1-carboxamide C(#N)C=1C=CC(=C2C=CC=NC12)N1C[C@]2(C[C@]2(C1)C(F)(F)F)C(=O)NC1CCN(CC1)CCO